2-hydroxyethyloleate OCCOC(CCCCCCC\C=C/CCCCCCCC)=O